NC1=NOC2=NC(=CC(=C21)C2=CC=C(C=C2)NC(=O)NC2=C(C(=CC=C2)[N+](=O)[O-])C)C 1-(4-(3-amino-6-methylisoxazolo[5,4-b]pyridin-4-yl)phenyl)-3-(2-methyl-3-nitrophenyl)urea